N,N-dimethyl-N-ethyl-N-propylammonium C[N+](CCC)(CC)C